tert-butyl 2-amino-3-cyano-spiro[6H-selenopheno[2,3-c]thiophene-4,3'-azetidine]-1'-carboxylate NC1=C(C2=C(CSC23CN(C3)C(=O)OC(C)(C)C)[Se]1)C#N